1-(bicyclo[1.1.1]pent-1-yl)-N-((R)-1-(2-chloro-3-(difluoromethoxy)phenyl)ethyl)-4-(((1R,5s,6s)-3-methyl-3-azabicyclo[3.1.0]hex-6-yl)amino)-6-oxo-1,6-dihydropyridine-3-carboxamide C12(CC(C1)C2)N2C=C(C(=CC2=O)NC2[C@@H]1CN(C[C@H]21)C)C(=O)N[C@H](C)C2=C(C(=CC=C2)OC(F)F)Cl